triisopropylsilyl (2-((S)-1-(2,3-difluorobenzyl)-5-oxopyrrolidin-2-yl)acetyl)-L-valinate FC1=C(CN2[C@@H](CCC2=O)CC(=O)N[C@@H](C(C)C)C(=O)O[Si](C(C)C)(C(C)C)C(C)C)C=CC=C1F